ClC1=NC(=CC(=C1)C=1C=C(C#N)C=CC1C1=NN=CN1C)NCCC#N 3-{2-chloro-6-[(2-cyanoethyl)amino]pyridin-4-yl}-4-(4-methyl-1,2,4-triazol-3-yl)benzonitrile